6-fluoro-N-(8-fluoro-7-methoxy-2-methyl-imidazo[1,2-a]pyridin-6-yl)-2-methyl-4-[4-methyl-4-(methylamino)-1-piperidyl]indazole-7-carboxamide FC=1C=C(C2=CN(N=C2C1C(=O)NC=1C(=C(C=2N(C1)C=C(N2)C)F)OC)C)N2CCC(CC2)(NC)C